2-chloro-4-methoxy-6-(pyridin-3-ylmethoxy)pyrimidine ClC1=NC(=CC(=N1)OC)OCC=1C=NC=CC1